BrC1=CC=C2C(=CN(C2=C1)CC(C)(C)C)[C@@H](C(F)(F)F)N (S)-1-(6-bromo-1-neopentyl-1H-indol-3-yl)-2,2,2-trifluoroethan-1-amine